2-{6-cyclopropyl-4-[4-fluoro-2-(4-methyl-1,2,4-triazol-3-yl)phenyl]Pyridin-2-yl}-6,7-difluoro-1,3-benzoxazole-5-carbaldehyde C1(CC1)C1=CC(=CC(=N1)C=1OC2=C(N1)C=C(C(=C2F)F)C=O)C2=C(C=C(C=C2)F)C2=NN=CN2C